2-chloro-N-isopropyl-5-(2-tetrahydropyran-4-ylethynyl)pyridin-4-amine ClC1=NC=C(C(=C1)NC(C)C)C#CC1CCOCC1